1-(o-propenylphenoxy)-3-methylbenzene C(=CC)C1=C(OC2=CC(=CC=C2)C)C=CC=C1